4-(5-(4-(6-ethyl-2-oxoindolin-1-yl)phenyl)pyridin-3-yl)-7-methyl-8,9-dihydropyrido[3',2':4,5]pyrrolo[1,2-a]pyrazin-6(7H)-one C(C)C1=CC=C2CC(N(C2=C1)C1=CC=C(C=C1)C=1C=C(C=NC1)C1=CC=NC2=C1C=C1N2CCN(C1=O)C)=O